CC(C)C(C(=O)[O-])C1=CC=CC=C1 alpha-(1-methyl ethyl)benzeneacetate